OC1(CN(C1)C(=O)OC(C)(C)C)C1=CC(=CC=C1)OC tert-butyl 3-hydroxy-3-(3-methoxyphenyl)azetidine-1-carboxylate